propylethylhexyl acrylate C(C=C)(=O)OC(CCCCC)(CC)CCC